methyl 2-(4-(7,7-difluoro-2-(methylthio)-6,7-Dihydro-5H-cyclopenta[d]pyrimidin-4-yl)phenyl)acetate FC1(CCC2=C1N=C(N=C2C2=CC=C(C=C2)CC(=O)OC)SC)F